FC(C(=O)O)(F)F.N[C@H](C(=O)O)CCCN1C(=NC=C1)[N+](=O)[O-] (S)-2-amino-5-(2-nitro-1H-imidazol-1-yl)pentanoic acid compound with 2,2,2-trifluoroacetic acid